3-(7-((1-(4-hydroxy-3-(trifluoromethyl)benzoyl)piperidin-4-yl)oxy)-1-methyl-1H-indazol-3-yl)piperidine-2,6-dione OC1=C(C=C(C(=O)N2CCC(CC2)OC=2C=CC=C3C(=NN(C23)C)C2C(NC(CC2)=O)=O)C=C1)C(F)(F)F